3-(4,6-dichloro-5-(4,4-difluoropiperidin-1-yl)-1H-benzo[d]Imidazol-2-yl)-3-(4-(ethylsulfonyl)phenyl)propionic acid ethyl ester C(C)OC(CC(C1=CC=C(C=C1)S(=O)(=O)CC)C1=NC2=C(N1)C=C(C(=C2Cl)N2CCC(CC2)(F)F)Cl)=O